BrC=1C(=C(C(=CC1F)F)S(=O)(=O)Cl)F bromo-2,4,6-trifluorobenzenesulfonyl chloride